C(C)(C)(C)OC(=O)N1CCC(=CC1)C1=C(C=C(C(=C1)OC1CC1)[N+](=O)[O-])C 1-t-butyloxycarbonyl-4-(5-cyclopropoxy-2-methyl-4-nitrophenyl)-3,6-dihydro-2H-pyridine